(3R)-3-{[7-bromo-2-(4-methoxyphenyl)[1,2,4]triazolo[1,5-c]quinazolin-5-yl]amino}pyrrolidin-2-one BrC1=CC=CC=2C=3N(C(=NC12)N[C@H]1C(NCC1)=O)N=C(N3)C3=CC=C(C=C3)OC